BrC1=CC(=CC(=N1)N[C@H](CO)CC)CO[Si](C1=CC=CC=C1)(C1=CC=CC=C1)C(C)(C)C (S)-2-((6-bromo-4-(((tert-butyldiphenylsilyl)oxy)methyl)pyridin-2-yl)amino)butan-1-ol